CC(CCCC1=C(C(=NC(=N1)NC1=CC=CC=C1)OC=1C=2C=CNC2C=CC1)C(F)(F)F)C (4-methylamyl)anilino-4-(1H-indole-4-oxy)-5-trifluoromethyl-pyrimidine